FC1(C(N(N=C(O1)C=1C(=NC=CN1)C(C)NC(C1=CC(=CC(=C1)C(F)(F)F)C(F)(F)F)=O)CC1=CC=C(C=C1)OC)=O)F N-(1-(3-(6,6-difluoro-4-(4-methoxybenzyl)-5-oxo-5,6-dihydro-4H-1,3,4-oxadiazin-2-yl)pyrazin-2-yl)ethyl)-3,5-bis(trifluoromethyl)benzamide